NC1=C2N=C(N(C2=NC=N1)CCC(=O)NC(C)(C)C)SC1=CC2=C(OCO2)C=C1C=1SC=CN1 3-(6-amino-8-((6-(thiazol-2-yl)benzo[d][1,3]dioxol-5-yl)thio)-9H-purin-9-yl)-N-(tert-butyl)propanamide